C(C)OC(C(CCCCCCCCCCCCCCCCC)(F)F)=O 2,2-difluorononadecanoic acid ethyl ester